4-(2-methoxyphenyl)-2-[5-(trifluoromethyl)pyridin-2-yl]-2,3-dihydro-1H-pyrrolo[3,4-c]pyridin-1-one COC1=C(C=CC=C1)C1=NC=CC2=C1CN(C2=O)C2=NC=C(C=C2)C(F)(F)F